CN(C(\C=C\C(=O)O)=O)CCCCCCCCCCCCCC N-methyl-N-n-tetradecyl-fumaric acid amide